methyl 4-amino-3-chlorobenzoate NC1=C(C=C(C(=O)OC)C=C1)Cl